3-chlorostyrene ClC=1C=C(C=C)C=CC1